ClC=1C=C(C=CC1)N1CCN(CC1)C(CCC(CN(C)C)=O)=O 1-[4-(3-chlorophenyl)piperazin-1-yl]-5-(dimethylamino)pentane-1,4-dione